(3-iodopropyl)-2-[methyl-[5-methyl-6-[(Z)-[3-(2-trimethylsilylethoxymethyl)-1,3-benzothiazol-2-ylidene]amino]pyridazin-3-yl]amino]thiazole-4-carboxylic acid ethyl ester C(C)OC(=O)C=1N=C(SC1CCCI)N(C=1N=NC(=C(C1)C)\N=C\1/SC2=C(N1COCC[Si](C)(C)C)C=CC=C2)C